ethyl ((S)-(4-nitrophenoxy)(phenoxy)phosphoryl)-L-alaninate [N+](=O)([O-])C1=CC=C(O[P@@](=O)(OC2=CC=CC=C2)N[C@@H](C)C(=O)OCC)C=C1